3-[(3-chloro-2-fluorophenyl)sulfonyl]-4-[5-(2-chloro-4-methylbenzyl)-5,6-dihydro-4H-1,2,4-oxadiazin-3-yl]cinnoline ClC=1C(=C(C=CC1)S(=O)(=O)C=1N=NC2=CC=CC=C2C1C1=NOCC(N1)CC1=C(C=C(C=C1)C)Cl)F